C(=O)(OC(C)(C)C)N1[C@@](CCC1)(C(=O)O)C (S)-Boc-2-methylproline